6-[[5-[3-(Difluoromethyl)-4-fluoro-phenyl]-2-methyl-3-pyridyl]methyl]-8-oxa-6-azaspiro[3.4]octan-7-one FC(C=1C=C(C=CC1F)C=1C=C(C(=NC1)C)CN1CC2(CCC2)OC1=O)F